CS(=O)(=O)OC1=C(C(=CC=C1)Cl)[C@@H]1CC(=NO1)C=1N=C(SC1)C1CCN(CC1)C(CN1N=C(C=C1C(F)F)C(F)F)=O 2-{(5S)-3-[2-(1-{[3,5-bis(difluoromethyl)-1H-pyrazol-1-yl] acetyl} piperidin-4-yl)-1,3-thiazol-4-yl]-4,5-dihydro-1,2-oxazol-5-yl}-3-chlorophenyl methyl-sulfonate